(R)-N-((6-ethoxypyridazin-3-yl)methyl)-1-(pyrimidin-2-yl)ethan-1-amine C(C)OC1=CC=C(N=N1)CN[C@H](C)C1=NC=CC=N1